C(CCCCCCCCCCCCCCCCCCCCC)OCC(O)CO glyceryl behenyl ether